FC(CN1C=NC(=C1C=1C=CC=2N(C1)C(=CN2)C(=O)N)C2=C(C=C(C=C2)F)F)F 6-(1-(2,2-difluoroethyl)-4-(2,4-difluorophenyl)-1H-imidazol-5-yl)imidazo[1,2-a]pyridine-3-carboxamide